ClC1=CC=C(C=C1)C1=NOC(=N1)CSC1=NN=C(S1)C1=C(C(=O)N)C=CC=C1C(F)(F)F (5-(((3-(4-chlorophenyl)-1,2,4-oxadiazol-5-yl)methyl)thio)-1,3,4-thiadiazol-2-yl)-3-(trifluoromethyl)benzamide